C1(=CC=CC=C1)C(C1=CC=CC=C1)=NC=1C=C(C=2N(C1)C=C(N2)C)C#N 6-[(diphenylmethylidene)amino]-2-methylimidazo[1,2-a]pyridine-8-carbonitrile